C1(CCC1)C1=NC2=C(N1CC1=CC=CC=3OC(OC31)(F)F)C=CC(=C2)C(=O)N[C@H](CO)C2=NC=C(C=C2)S(=O)(=O)CC (S)-2-cyclobutyl-1-((2,2-difluorobenzo[d][1,3]dioxol-4-yl)methyl)-N-(1-(5-(ethylsulfonyl)pyridin-2-yl)-2-hydroxyethyl)-1H-benzo[d]imidazole-5-carboxamide